3-(((2-aminoethyl)(ethyl)amino)methyl)-4-fluorobenzonitrile NCCN(CC)CC=1C=C(C#N)C=CC1F